1,5-dicarboxylnaphthalene C(=O)(O)C1=CC=CC2=C(C=CC=C12)C(=O)O